3-(isoquinolin-4-yl)-2-oxo-1-(4-(trifluoromethoxy)phenyl)imidazoline-4-carbonitrile C1=NC=C(C2=CC=CC=C12)N1C(N(CC1C#N)C1=CC=C(C=C1)OC(F)(F)F)=O